FC(OC1=CC=CC=2C(N([C@H]3C=4N([C@@H](C21)C3)C3=C(N4)C=CC(=C3)C#C[C@H](COC)C)C([2H])([2H])[2H])=O)F (7R,14R)-1-(difluoromethoxy)-11-((R)-4-methoxy-3-methylbut-1-yn-1-yl)-6-(methyl-d3)-6,7-dihydro-7,14-methanobenzo[f]benzo[4,5]imidazo[1,2-a][1,4]diazocin-5(14H)-one